CC1=CC=C(C(=C1)C(C)(C)C)O 4-methyl-6-t-butylphenol